6-[4-Fluoro-3-(trifluoromethyl)phenyl]pyrazolo[4,3-b]pyridin FC1=C(C=C(C=C1)C=1C=C2C(=NC1)C=NN2)C(F)(F)F